5-[4-[(3S)-1-(3-fluoropropyl)pyrrolidin-3-yl]oxyphenyl]-6-(1H-indazol-5-yl)-8,9-dihydro-7H-benzo[7]annulen-2-ol FCCCN1C[C@H](CC1)OC1=CC=C(C=C1)C1=C(CCCC2=C1C=CC(=C2)O)C=2C=C1C=NNC1=CC2